BrC1=NC=C(C=C1)C(F)(F)F 2-bromo-5-(trifluoro-methyl)pyridine